tetrabutylammonium salicylate 4-(trifluoromethyl)salicylate FC(C=1C=C(C(C(=O)[O-])=CC1)O)(F)F.C(C=1C(O)=CC=CC1)(=O)[O-].C(CCC)[N+](CCCC)(CCCC)CCCC.C(CCC)[N+](CCCC)(CCCC)CCCC